CC1=C(C=CC(=C1)C)C=1C=CC(=[N+](C1)[O-])C(N[C@H]1CS(C=C1)(=O)=O)=O (R)-5-(2,4-dimethylphenyl)-2-((1,1-dioxido-2,3-dihydrothiophen-3-yl)carbamoyl)pyridine 1-oxide